bis(2,4-di-t-butylphenyl)-3-phenyl-phenylphosphonate C(C)(C)(C)C1=C(C=CC(=C1)C(C)(C)C)C1=C(C(=C(C=C1)P([O-])([O-])=O)C1=C(C=C(C=C1)C(C)(C)C)C(C)(C)C)C1=CC=CC=C1